NC1=C(C=C(OC=2C=CC(=NC2)C(=O)NC)C=C1)SC 5-(4-amino-3-methylsulfanyl-phenoxy)-N-methyl-pyridin-2-carboxamide